3-(2-(((S)-2-(benzyloxy)-1-cyclopentyl-2-oxoethyl)Amino)ethyl)pyrrolidine-1,3-dicarboxylic acid 1-(tert-butyl) ester 3-methyl ester COC(=O)C1(CN(CC1)C(=O)OC(C)(C)C)CCN[C@H](C(=O)OCC1=CC=CC=C1)C1CCCC1